5-chloro-N-(3-chloro-4-(4-(4-methylpiperazin-1-yl)piperidin-1-yl)phenyl)-4-(1H-indol-1-yl)pyrimidin-2-amine ClC=1C(=NC(=NC1)NC1=CC(=C(C=C1)N1CCC(CC1)N1CCN(CC1)C)Cl)N1C=CC2=CC=CC=C12